5-((3-chlorophenyl)amino)-2,3-dioxo-2,3-dihydro-1H-pyrrolo[3,2-c]isoquinoline-7-carboxylic acid ClC=1C=C(C=CC1)NC1=NC2=C(C=3C=CC(=CC13)C(=O)O)NC(C2=O)=O